Chromenium [O+]1=CC=CC2=CC=CC=C12